NC=1N=C2N(C=C(C=C2)C2=C(C(=CC(=C2)F)N(C)C)C)C1C(=O)[C@H]1[C@H](C1)F (2-amino-6-(3-(dimethylamino)-5-fluoro-2-methylphenyl)imidazo[1,2-a]pyridin-3-yl)((1S,2S)-2-fluorocyclopropyl)methanone